O=C1NC(CCC1N1C(C2=CC=C(C=C2C1)N1CCN(CC1)CCCNC(=O)C=1C2=C(NC1C)\C(\CC2)=C\2/C(NC1=CC=C(C=C21)F)=O)=O)=O (Z)-N-(3-(4-(2-(2,6-dioxopiperidin-3-yl)-1-oxoisoindol-5-yl)piperazin-1-yl)propyl)-6-(5-fluoro-2-oxoindole-3-ylidene)-2-methyl-1,4,5,6-tetrahydrocyclopenta[b]pyrrole-3-carboxamide